CN1C(C2=CC=C(C=C2C1)C=1C=C2C=3CCCC(C3NC2=CC1)N[C@H](C)C1=CC=CC=C1)=O 2-methyl-5-(1-(((R)-1-phenylethyl)amino)-2,3,4,9-tetrahydro-1H-carbazol-6-yl)isoindoline-1-one